[6-(tert-butylamino)-8-methyl-1,5-naphthyridin-2-yl]trifluoromethanesulfonate C(C)(C)(C)NC=1N=C2C=CC(=NC2=C(C1)C)OS(=O)(=O)C(F)(F)F